C(C)(C)(C)OC(=O)N1C[C@H]([C@@H](C1)C=1NC(C=2N(C1)C(=NC2)C2CCOCC2)=O)C |r| racemic-trans-3-methyl-4-[8-oxo-3-(tetrahydro-pyran-4-yl)-7,8-dihydro-imidazo[1,5-a]pyrazin-6-yl]-pyrrolidine-1-carboxylic acid tert-butyl ester